OCCC[NH+](Cl)Cl hydroxypropyldichloroammonium